3-(4-(((4-methoxyphenethyl)(5-oxo-4,5-dihydrothiazolo[5,4-b]pyridin-2-yl)amino)methyl)phenyl)propiolic acid COC1=CC=C(CCN(C=2SC=3NC(C=CC3N2)=O)CC2=CC=C(C=C2)C#CC(=O)O)C=C1